3-(4-(3-(4-(6-(6-((R)-2-(3-fluorophenyl)pyrrolidin-1-yl)imidazo[1,2-b]pyridazin-3-yl)pyridin-2-yl)piperazin-1-yl)propyl)-1H-indol-1-yl)piperidine-2,6-dione FC=1C=C(C=CC1)[C@@H]1N(CCC1)C=1C=CC=2N(N1)C(=CN2)C2=CC=CC(=N2)N2CCN(CC2)CCCC2=C1C=CN(C1=CC=C2)C2C(NC(CC2)=O)=O